[Ag+].[N+](=O)([O-])[O-] nitrate Silver